FC=1C=C(C=C(C1CO)OC)C1=CCC2(CN(C2)C(=O)OC(C)(C)C)CC1 tert-Butyl 7-(3-fluoro-4-(hydroxymethyl)-5-methoxyphenyl)-2-azaspiro[3.5]non-6-ene-2-carboxylate